C(C)(C)(C)N[C@@H]([C@H](OC(C)(C)C)C)C(=O)O tert-butyl-O-(tert-butyl)-L-threonine